3-[(2R)-pyrrolidin-2-ylmethyl]urea N1[C@H](CCC1)CNC(N)=O